(1-OXO-1,3-DIHYDROISOBENZOFURAN-6-YL)BORONIC ACID O=C1OCC2=CC=C(C=C12)B(O)O